ClC1=CC(=NN1C(=O)NC)NC(=O)C=1C=NN(C1C(F)(F)F)C1=C2C=CNC(C2=CC=C1)=C=O 5-chloro-N-methyl-3-(1-(1-carbonyl-1,2-dihydroisoquinolin-5-yl)-5-(trifluoromethyl)-1H-pyrazole-4-carboxamido)-1H-pyrazole-1-carboxamide